[Li].[O].[Zr].[La].[Li] lithium lanthanum zirconium oxygen lithium salt